FC(CCN1C[C@@H](CC1)CC=1SC(=CN1)C(=O)OC)F Methyl (S)-2-((1-(3,3-difluoropropyl)pyrrolidin-3-yl)methyl)thiazole-5-carboxylate